3-methyl-5-((2-(2-(tetrahydro-2H-pyran-4-yl)ethyl)-1,3-dioxolan-2-yl)methyl)-1,2,4-oxadiazole CC1=NOC(=N1)CC1(OCCO1)CCC1CCOCC1